OC[C@H](C1=CC=CC=C1)NC1=CC(=NC=C1C1=NC=NO1)NC=1N=CC2=C(N1)C(NC2=O)(C)C (S)-2-((4-((2-hydroxy-1-phenylethyl)amino)-5-(1,2,4-oxadiazol-5-yl)pyridin-2-yl)amino)-7,7-dimethyl-6,7-dihydro-5H-pyrrolo[3,4-d]pyrimidin-5-one